trans-tert-butyl 4-acetyl-5-(2-bromo-6-chloropyridin-4-yl)-2-(methoxymethyl)piperazine-1-carboxylate C(C)(=O)N1C[C@@H](N(C[C@H]1C1=CC(=NC(=C1)Cl)Br)C(=O)OC(C)(C)C)COC